CC1(CN(CCOC1)C(=O)O)OCC(C)C.N[C@H](C(=O)NC1=CC=C(C(=O)NS(=O)(=O)C2=CC=CC=C2)C=C1)C1=CC=CC=C1 (S)-4-(2-amino-2-phenylacetylamino)-N-(benzenesulfonyl)benzamide 6-methyl-6-(2-methylpropoxy)-1,4-oxazepane-4-carboxylate